ClC=1C=CC(=C(C1)C1=CC2=C(OCCN2C2=CC(=NC=C2)NC(=O)CCN2CC(N(CC2)C)CC(=O)OC)C=N1)F Methyl 2-{4-[2-({4-[7-(5-chloro-2-fluorophenyl)-1H,2H,3H-pyrido[3,4-b][1,4]oxazin-1-yl]pyridin-2-yl}carbamoyl)ethyl]-1-methylpiperazin-2-yl}acetate